CC1=CC=C(C=C1)S(=O)(=O)CSC 1-methyl-4-(methylsulfanylmethylsulfonyl)benzene